C(C1=CC=CC=C1)OC1=C2C[C@H](N(CC2=CC=C1OC)C=1OC2=C(N1)C=CC(=C2)F)C(=O)OC Methyl (S)-5-(benzyloxy)-2-(6-fluorobenzo[d]oxazol-2-yl)-6-methoxy-1,2,3,4-tetrahydroisoquinoline-3-carboxylate